(E)-4-(4-(2-(3-methylbenzylidene)hydrazineyl)-7-(pyridin-3-yl)-6,7-dihydro-5H-pyrrolo[2,3-d]pyrimidin-2-yl)morpholine CC=1C=C(\C=N\NC=2C3=C(N=C(N2)N2CCOCC2)N(CC3)C=3C=NC=CC3)C=CC1